NC=1C=2N(C3=C(N1)N=CC(=C3)C(=O)N([C@@H]3COC1=C3C=CC(=C1)C(F)(F)F)C)C=NC2 (S)-4-amino-N-methyl-N-(6-(trifluoromethyl)-2,3-dihydrobenzofuran-3-yl)imidazo[1,5-a]pyrido[2,3-e]pyrazine-8-carboxamide